CC1=NC=CC=C1CC1(CCNCC1)C1=NOCC(O1)CN1CCCCC1 (4-((2-methylpyridin-3-yl)methyl)piperidin-4-yl)-5-(piperidin-1-ylmethyl)-5,6-dihydro-1,4,2-dioxazine